C(#N)C1=CC=C(C(=O)NC[C@H]2CCC[C@H]3[C@@H]4CC[C@@H]5C[C@](CC[C@@H]5C4CC[C@]23CC)(COC)O)C=C1 4-cyano-N-(((1S,4aS,4bR,6aR,8R,10aS,12aS)-12a-ethyl-8-hydroxy-8-(methoxymethyl)octadecahydrochrysen-1-yl)methyl)benzamide